BrC1=C(C=NC=C1)CC 4-bromo-3-ethyl-pyridine